3-(5-(1-((5-chloro-thiophen-2-yl)methyl)piperidin-4-yl)-1-oxoisoindolin-2-yl)piperidine-2,6-dione ClC1=CC=C(S1)CN1CCC(CC1)C=1C=C2CN(C(C2=CC1)=O)C1C(NC(CC1)=O)=O